NC=1OC(=NN1)C1=CC=C(C=C1)Br 2-amino-5-((4-bromo)-phenyl)-1,3,4-oxadiazole